CC(C)C12CC=C(C2C1)C=O 5-prop-2-ylbicyclo[3.1.0]-2-hexene-2-formaldehyde